(S)-1-(3-(4-amino-3-((2-(1-methylcyclopropyl)benzo[d]oxazol-5-yl)ethynyl)-1H-pyrazolo[3,4-d]pyrimidin-1-yl)pyrrolidin-1-yl)prop-2-en-1-one NC1=C2C(=NC=N1)N(N=C2C#CC=2C=CC1=C(N=C(O1)C1(CC1)C)C2)[C@@H]2CN(CC2)C(C=C)=O